N1=CCC2=CC=CC=C12 3H-Indole